FC1=CC=CC=2C3C(C(NC12)=O)C3 4-fluoro-1,1a,3,7b-tetrahydro-2H-cyclopropa[C]quinolin-2-one